FC=1C=C(C=C(C1)OC(C)C)C1=CC=C(C(=N1)OC1=C(C=C(C=C1C)C)C)C(=O)NS(=O)(=O)C=1C(NC=CC1)=O 6-(3-Fluoro-5-isopropoxyphenyl)-N-[(2-oxo-1H-pyridin-3-yl)sulfonyl]-2-(2,4,6-trimethylphenoxy)pyridin-3-carboxamid